2-hydroxy-5-(N-isobutylnaphthalene-2-sulfonamido)benzoic acid OC1=C(C(=O)O)C=C(C=C1)N(S(=O)(=O)C1=CC2=CC=CC=C2C=C1)CC(C)C